C(CCC)OC1=C(C=C(C=C1)C=1SC2=C(C(=CC(N2C1C(=O)O)=O)CC1=CC=CC2=CC=CC=C12)OC)C 8-(4-butoxy-3-methyl-phenyl)-5-methoxy-4-[(1-naphthyl)methyl]-2-oxo-7-thia-1-azabicyclo[4.3.0]non-3,5,8-triene-9-carboxylic acid